methyl 1-(5-chloro-2-(difluoromethoxy) phenyl)-6-(pyrazolo[1,5-a]pyrimidin-3-yl)-1H-pyrazolo[4,3-b]pyridine-3-carboxylate ClC=1C=CC(=C(C1)N1N=C(C2=NC=C(C=C21)C=2C=NN1C2N=CC=C1)C(=O)OC)OC(F)F